3-(5-(5-(2,3-dihydro-1H-inden-4-yl)-6-methoxy-1H-pyrazolo[4,3-b]pyridin-3-yl)pyridin-2-yl)-[1,3'-bipyrrolidine]-2'-one C1CCC2=C(C=CC=C12)C1=C(C=C2C(=N1)C(=NN2)C=2C=CC(=NC2)C2CN(CC2)C2C(NCC2)=O)OC